Natrium carbon [C].[Na]